C1(=CC=CC=C1)C=1C=CC=2N(C3=CC=C(C=C3C2C1)C1=CC=CC=C1)CCP(O)(O)=O (2-(3,6-diphenyl-9H-carbazol-9-yl)ethyl)phosphonic acid